COC1=C(OCC2=C(C=C(C=C2)CC(=O)OC)C(F)(F)F)C=CC(=C1)C1C=2C(NC(C1)=O)=NNC2 methyl 2-[4-(2-methoxy-4-{6-oxo-2H,4H,5H,6H,7H-pyrazolo[3,4-b]pyridin-4-yl}phenoxymethyl)-3-(trifluoromethyl)phenyl]acetate